2-(1-(9-ethyl-9H-carbazol-3-yl)-1H-1,2,3-triazol-5-yl)ethyl methanesulfonate CS(=O)(=O)OCCC1=CN=NN1C=1C=CC=2N(C3=CC=CC=C3C2C1)CC